C(CCCCC)CC(=O)[O-].C(CCCCC)CC(=O)[O-].[Ba+2] barium bis(2-hexyl acetate)